ClC=1C=C(C=CC1OC)N1C=CC2=C1N=CC=C2NC2CN(CCC2)S(=O)(=O)C (3-chloro-4-methoxyphenyl)-N-(1-(methylsulfonyl)piperidin-3-yl)-1H-pyrrolo[2,3-b]Pyridin-4-amine